C(C=C)(=O)NC(C(OCNC(C=C)=O)OCNC(C=C)=O)NC(C=C)=O N-[[2,2-Bis(prop-2-enoylamino)-1-[(prop-2-enoylamino)methoxy]ethoxy]-methyl]prop-2-enamid